7-bromo-5-chloro-3-(chloromethyl)-1H-indazole BrC=1C=C(C=C2C(=NNC12)CCl)Cl